OC1=C(C(=O)O)C=CC(=C1S)C(F)(F)F 2-hydroxy-3-mercapto-4-(trifluoromethyl)benzoic acid